2-(azetidin-3-yl)ethoxy-tert-butyldimethylsilane N1CC(C1)CCO[Si](C)(C)C(C)(C)C